NC1CN(CCC1)C(=O)N1CCN(CC1)C(=O)C1=C(C=C(C=C1)NC(=O)C=1N(C(=CN1)C=1C(=NN(C1)CC#N)C(F)(F)F)C)CC N-[4-[4-(3-aminopiperidine-1-carbonyl)piperazine-1-carbonyl]-3-ethylphenyl]-5-[1-(cyanomethyl)-3-(trifluoromethyl)pyrazol-4-yl]-1-methylimidazole-2-carboxamide